C(C)OC(=O)C=1N=CN(C1)C1=C(C=CC=C1)OCCC(CCC)C#N 1-(3-cyano-4-ethylbutoxy-phenyl)-imidazole-4-carboxylic acid ethyl ester